4-(5-cyclopropyl-1,3,4-thiadiazol-2-yl)-4-methylpiperidine C1(CC1)C1=NN=C(S1)C1(CCNCC1)C